C(C)(C)(C)OC(NC1(CCN(CC1)C1=NC(=CC(=N1)C#N)C)C)=O N-[1-(4-cyano-6-methylpyrimidin-2-yl)-4-methylpiperidin-4-yl]carbamic acid tert-butyl ester